2-(2-Hydroxyethyl)-3-(m-tolylamino)-3-(trifluoromethyl)-3,4-dihydroisoquinolin-1(2H)-one OCCN1C(C2=CC=CC=C2CC1(C(F)(F)F)NC=1C=C(C=CC1)C)=O